[Zn+2].ClC=1C(=CC2=C([C@@H]([C@](O2)(C2=CC=CC=C2)CNC2CCC(CC2)(C)O)C)C1C1=C(C(=O)N)C=CC(=C1F)OC[C@H](C)O)F 2-((2S,3S,4S)-5-chloro-6-fluoro-2-((((cis)-4-hydroxy-4-methylcyclohexyl)amino)methyl)-3-methyl-2-phenyl-2,3-dihydrobenzofuran-4-yl)-3-fluoro-4-((S)-2-hydroxypropoxy)benzamide zinc (II)